2,4-di-tert-butyl-8-chloro-12,12-dimethyl-12H-fluoreno[2,1-b]benzofuran C(C)(C)(C)C=1C=C(C2=C(C3=C(O2)C=CC=2C4=C(C=CC=C4C(C23)(C)C)Cl)C1)C(C)(C)C